3-(tert-butyl) 4-methyl (4S,5R)-5-methyl-1,2,3-oxathiazolidine-3,4-dicarboxylate C[C@@H]1[C@H](N(SO1)C(=O)OC(C)(C)C)C(=O)OC